ethyl 6-chloro-3-fluoro-pyridine-2-carboxylate ClC1=CC=C(C(=N1)C(=O)OCC)F